F[B-](F)(F)F.OCCCN1CN(C=C1)CCCCCC 1-(3'-hydroxypropyl)-3-hexyl-imidazole tetrafluoroborate